ClC1=CC=C(C=C1)/C=C/C(=O)C1=C(C2=C(NC1=O)SC=C2)SC (E)-5-(3-(4-chlorophenyl)acryloyl)-4-methylthiothieno[2,3-b]pyridin-6(7H)-one